9-isopropyl-1,8,11,14-tetraoxo-18,21-dioxa-2,7,10,15-tetraazatetracosane C(C)(C)C(C(NCCCCNC=O)=O)NC(CCC(NCCOCCOCCC)=O)=O